(R)-4-(trifluoromethoxy)-N-(1-(4-(trifluoromethyl)phenyl)pent-4-en-1-yl)benzenesulfonamide FC(OC1=CC=C(C=C1)S(=O)(=O)N[C@H](CCC=C)C1=CC=C(C=C1)C(F)(F)F)(F)F